N-(7-morpholino-5-(((1s,4s)-4-(pyrimidin-2-ylamino)cyclohexyl)oxy)-1,6-naphthyridin-3-yl)cyclopropanesulfonamide O1CCN(CC1)C1=NC(=C2C=C(C=NC2=C1)NS(=O)(=O)C1CC1)OC1CCC(CC1)NC1=NC=CC=N1